C(C)(C)(C)OC(NC(CC=1C=NC(=C(C1)O)Cl)C(C)(C)C)=O (1-(6-chloro-5-hydroxypyridin-3-yl)-3,3-dimethylbut-2-yl)carbamic acid tert-butyl ester